ClC=1N=C(NC1[C@H]1[C@H](CN(CC1)S(=O)(=O)C1CN(C1)C(=O)OC)C)C1=NC=C(C=C1)F Methyl 3-[[(3R,4R)-4-[4-chloro-2-(5-fluoro-2-pyridyl)-1H-imidazol-5-yl]-3-methyl-1-piperidyl]sulfonyl]azetidine-1-carboxylate